4-((2,5-dioxo-2,5-dihydro-1H-pyrrol-1-yl)methyl)-N-(4-(5-((3aS,6aR)-2-oxohexahydro-1H-thieno[3,4-d]imidazol-4-yl)pentanamido)butyl)cyclohexanecarboxamide O=C1N(C(C=C1)=O)CC1CCC(CC1)C(=O)NCCCCNC(CCCCC1SC[C@@H]2NC(N[C@@H]21)=O)=O